C(C)(=O)SC=1C(=NC(=NC1)N[C@@H]1CN(CCC1)C(=O)OC(C)(C)C)C1=CN(C2=CC(=CC=C12)C#N)COCC[Si](C)(C)C tert-butyl (3S)-3-[[5-acetylsulfanyl-4-[6-cyano-1-(2-trimethylsilylethoxymethyl) indol-3-yl]pyrimidin-2-yl]amino]piperidine-1-carboxylate